3-(1,1-dimethylbutyl)azetidin sodium tetrathiocarbonate C([O-])([O-])=S.C([O-])([O-])=S.C([O-])([O-])=S.C([O-])([O-])=S.[Na+].CC(CCC)(C)C1CNC1.[Na+].[Na+].[Na+].[Na+].[Na+].[Na+].[Na+]